COC1=CC=CC2=C1C=C(O2)C(=O)O 4-methoxybenzofuran-2-carboxylic acid